CC1=NOC(=C1C=1C=CC(=CC1)C)C 5-(3,5-dimethylisoxazol-4-yl)-2-methylbenzene